ClC=1N=C(C2=C(N1)CCCS2)NC2=CC(=C(C=C2)C2(CCC2)C(=O)OC)F methyl 1-(4-((2-chloro-7,8-dihydro-6H-thiopyrano[3,2-d]pyrimidin-4-yl)amino)-2-fluorophenyl)cyclobutane-1-carboxylate